8-fluoro-7-[(2-methyl-3H-benzimidazol-5-yl)oxy]-2-[1-[(1-methyl-4-piperidyl)-methyl]pyrazol-4-yl]quinoxaline FC=1C(=CC=C2N=CC(=NC12)C=1C=NN(C1)CC1CCN(CC1)C)OC1=CC2=C(N=C(N2)C)C=C1